C[Si](C1C2=C(C=CC=C2C=2C=CC=C(C12)C)C)(C1C=CC=C1)C dimethyl-(cyclopentadienyl)(1,8-dimethyl-9-fluorenyl)silicon